4-chloro-8-[(3,4-dimethoxyphenyl)methyl]-5,6-dihydropteridin-7-one ClC1=NC=NC=2N(C(CNC12)=O)CC1=CC(=C(C=C1)OC)OC